OC=1C=C(C(=O)OC2COC3=C(C2)C=CC=C3)C=C(C1O)O dihydro-2H-1-benzopyran-3-yl 3,4,5-trihydroxybenzoate